(E)-N'-hydroxy-N-phenylpivalimidamide O/N=C(\C(C)(C)C)/NC1=CC=CC=C1